6-(1-((1-cyanocyclopropyl)methyl)-1H-pyrazol-4-yl)-N-(5-(3,3-difluoropyrrolidin-1-yl)-2-(trifluoromethyl)pyridin-3-yl)picolinamide C(#N)C1(CC1)CN1N=CC(=C1)C1=CC=CC(=N1)C(=O)NC=1C(=NC=C(C1)N1CC(CC1)(F)F)C(F)(F)F